B(O[Si](C)(C)C)(O[Si](C)(C)C)O[Si](C)(C)C tris-(trimethylsilyl) borate